O[C@H]1C[C@H]2CC[C@H]3[C@@H]4CC[C@H]([C@@H](CCC(=O)O)C)[C@]4([C@H](C[C@@H]3[C@]2(CC1)C)O)C 3α,12α-dihydroxy-5β-cholan-24-oic acid